tert-butyl-3-((5-(aminomethyl)-2-fluorophenyl)carbamoyl)piperidine-1-carboxylate C(C)(C)(C)OC(=O)N1CC(CCC1)C(NC1=C(C=CC(=C1)CN)F)=O